C(C)(C)(C)C1=C(C(=CC(=C1)C)C(C)(C)CC)O 2-(tert-butyl)-4-methyl-6-(tert-pentyl)phenol